C(C1=CC=CC=C1)OCC(=O)NN (benzyloxy)acetic acid hydrazide